ClC1=CC=C(C(=N1)C(=O)/N=C/N(C)C)C (E)-6-chloro-N-((dimethylamino)methylene)-3-methylpyridinamide